1-(2-(3-(4-methoxyphenyl)-6-oxopyridazin-1(6H)-yl)ethyl)-3-(thiophen-2-yl)urea COC1=CC=C(C=C1)C1=NN(C(C=C1)=O)CCNC(=O)NC=1SC=CC1